tert-butyl (2-fluoroethyl)(2-(methylamino)ethyl)carbamate FCCN(C(OC(C)(C)C)=O)CCNC